OCC=1C=C(C=CC1)NS(=O)=O.[Na] sodium N-[3-(hydroxymethyl)phenyl]sulphonamide